COC(CCC1=CC(=C(C(=C1)CC1=CC(=C(C(=C1)C)O)C(C)(C)C)O)C(C)(C)C)=O 3-(3-(tert-butyl)-5-(3-(tert-butyl)-4-hydroxy-5-methylbenzyl)-4-hydroxyphenyl)propionic acid methyl ester